triethylborate-hexane CCCCCC.C(C)OB(OCC)OCC